8-[(1s)-1-(3,4-difluoro-2-methylsulfonyl-anilino)ethyl]-3,6-dimethyl-2-morpholino-quinoline-4-carbonitrile FC=1C(=C(N[C@@H](C)C=2C=C(C=C3C(=C(C(=NC23)N2CCOCC2)C)C#N)C)C=CC1F)S(=O)(=O)C